C(C(=S)O)(=S)N dithiooxalic acid, amide